Cl.Cl.Cl.N[C@H](C(=O)O)CC1=CC=C(C=C1)OCCCCN1CCC(CC1)=C1C2=C(CCC=3C1=NC=CC3)C=CC=C2 (S)-2-amino-3-(4-(4-(4-(5,6-dihydro-11H-benzo[5,6]cyclohepta[1,2-b]pyridin-11-ylidene)piperidin-1-yl)butoxy)phenyl)propionic acid trihydrochloride